1-(5-nitropyridin-2-yl)dihydropyrimidine-2,4(1H,3H)-dione [N+](=O)([O-])C=1C=CC(=NC1)N1C(NC(CC1)=O)=O